NC1=C(C=2C=3N(C=NC2N1C1=C(C(=CC=C1C)O)C)C=NN3)C(=O)N 8-amino-7-(3-hydroxy-2,6-dimethylphenyl)-7H-pyrrolo[3,2-e][1,2,4]triazolo[4,3-c]pyrimidine-9-carboxamide